ClC=1C=C(C=CC1)C=1C=C(C(=NC1)C(=O)NC1CC2=CC=C(C=C2C1)S(=O)(=O)NCCC)OCCC 5-(3-chlorophenyl)-3-propoxy-N-(5-(N-propylaminosulfonyl)-2,3-dihydro-1H-inden-2-yl)pyridineamide